4-fluoro-5,5-dimethyl-3-(methylthio)-4,5-dihydroisoxazole FC1C(=NOC1(C)C)SC